C(C(=C)C)(=O)OC=C(CC)C 3-butylidenemethyl methacrylate